BrC1=CC=C2C3=C(C=NC=C13)C(N2)=O 6-bromopyrrolo[4,3,2-de]isoquinolin-2(1H)-one